CC(CC)(C)C1=CC(=C(C(=C1)C(CC)(C)C)O)N1N=C2C(=N1)C=CC=C2 4,6-bis(1,1-dimethylpropyl)-2-(2H-benzotriazol-2-yl)phenol